(S)-4-(2-amino-3-methoxypropionamido)benzoic acid tert-butyl ester C(C)(C)(C)OC(C1=CC=C(C=C1)NC([C@H](COC)N)=O)=O